tert-butyl 4-[2-[8-aminooctyl(methyl)amino]-6-chloro-8-fluoro-7-(3-hydroxy-1-naphthyl)quinazolin-4-yl]piperazine-1-carboxylate NCCCCCCCCN(C1=NC2=C(C(=C(C=C2C(=N1)N1CCN(CC1)C(=O)OC(C)(C)C)Cl)C1=CC(=CC2=CC=CC=C12)O)F)C